7-{7-[(2S,3R)-2-fluoro-8-azabicyclo[3.2.1]octan-3-yl]-6,7-dihydro-5H-pyrrolo[2,3-c]pyridazin-3-yl}-3-methylquinoxalin-6-ol F[C@H]1C2CCC(C[C@H]1N1CCC3=C1N=NC(=C3)C3=C(C=C1N=C(C=NC1=C3)C)O)N2